C(#N)C[C@@H](C)NC(OC(C)(C)C)=O tert-butyl (R)-1-cyanoprop-2-ylcarbamate